2-((5'S,7a'R)-5'-(2-fluorophenyl)-3'-oxotetrahydro-3'H-spiro[azetidine-3,2'-pyrrolo[2,1-b]oxazol]-1-yl)pyrimidine-5-carbonitrile FC1=C(C=CC=C1)[C@@H]1CC[C@H]2OC3(C(N21)=O)CN(C3)C3=NC=C(C=N3)C#N